1-(4-(4-morpholinyl-6-(5-(morpholinomethyl)thiophen-2-yl)-1,3,5-triazin-2-yl)phenyl)-3-(pyrimidin-5-yl)urea N1(CCOCC1)C1=NC(=NC(=N1)C=1SC(=CC1)CN1CCOCC1)C1=CC=C(C=C1)NC(=O)NC=1C=NC=NC1